(3-((1S,4S)-4-((Dimethylamino)methyl)cyclohexyl)-1,2,3-oxadiazol-3-ium-5-yl)((3-(2-phenylacetamido)-5-(trifluoromethyl)phenyl)carbamoyl)amide CN(C)CC1CCC(CC1)[N+]1=NOC(=C1)[N-]C(NC1=CC(=CC(=C1)C(F)(F)F)NC(CC1=CC=CC=C1)=O)=O